1-(4-((1S,2S)-2-cyclopentyl-4,4-difluoro-6-hydroxy-1,2,3,4-tetrahydronaphthalen-1-yl)phenyl)piperidine-4-carbaldehyde C1(CCCC1)[C@H]1[C@H](C2=CC=C(C=C2C(C1)(F)F)O)C1=CC=C(C=C1)N1CCC(CC1)C=O